3-((S)-2-cyclopentyl-2-hydroxy-2-phenylacetoxy)-1,1-dimethylpyrrolidinium 4-methylbenzenesulfonate CC1=CC=C(C=C1)S(=O)(=O)[O-].C1(CCCC1)[C@@](C(=O)OC1C[N+](CC1)(C)C)(C1=CC=CC=C1)O